6-hydroxy-2,6-dimethyloct-7-ynoic acid OC(CCCC(C(=O)O)C)(C#C)C